FC1=C(C=CC(=C1)N1CCOCC1)CN1C[C@H](N(CC1)C(=O)OC(C(F)(F)F)C(F)(F)F)C 1,1,1,3,3,3-hexafluoropropan-2-yl (2R)-4-[[2-fluoro-4-(morpholin-4-yl)phenyl]methyl]-2-methylpiperazine-1-carboxylate